8-(2-chloro-4-(2-(piperazin-1-yl)ethoxy)phenyl)-9-((4-chloro-6-methylpyridin-2-yl)methyl)-6-(1-methylcyclopropoxy)-9H-purine ClC1=C(C=CC(=C1)OCCN1CCNCC1)C=1N(C2=NC=NC(=C2N1)OC1(CC1)C)CC1=NC(=CC(=C1)Cl)C